P(=O)(OCCBr)(OCC)OC(CCCCCCCC)CCCCCCCC 2-bromoethyl ethyl heptadec-9-yl phosphate